N1(N=NC2=C1C=CC=C2)CNC(C(O)[C@H]2N(CC(C2)(F)F)C(CNC(OC(C)(C)C)=O)=O)=O tert-butyl (2-((2S)-2-(2-(((1H-benzo[d][1,2,3]triazol-1-yl)methyl)amino)-1-hydroxy-2-oxoethyl)-4,4-difluoropyrrolidin-1-yl)-2-oxoethyl)carbamate